BrC=1C2(C3=CC=C(C=C3C1)C)CCC1(CC2)NC(NC1=O)=O bromo-5''-methyldispiro[imidazolidine-4,1'-cyclohexane-4',1''-indene]-2,5-dione